FC(C1=NC2=CC=CC=C2C(=C1)N[C@@H]1C[C@@H](CCC1)NC(=O)C1=COC=C1)(F)F N-[(1R,3S)-3-{[2-(trifluoromethyl)quinolin-4-yl]amino}cyclohexyl]furan-3-carboxamide